(S)-3-((S)-sec-butyl)-4-(piperazine-1-carbonyl)-1,3,4,5-tetrahydro-2H-benzo[e][1,4]diazepin-2-one [C@H](C)(CC)[C@@H]1N(CC2=C(NC1=O)C=CC=C2)C(=O)N2CCNCC2